8-chloro-6-(((2-chloropyridin-3-yl)(1-cyclopropyl-1H-1,2,3-triazol-4-yl)methyl-d)amino)-4-(neopentylamino)quinoline-3-carbonitrile ClC=1C=C(C=C2C(=C(C=NC12)C#N)NCC(C)(C)C)NC([2H])(C=1N=NN(C1)C1CC1)C=1C(=NC=CC1)Cl